19-phenyl-2,9,11,19-tetraazapentacyclo[10.7.0.02,10.03,8.013,18]nonadeca-1(12),3(8),4,6,9,13(18),14,16-octaene C1(=CC=CC=C1)N1C=2C=CC=CC2C=2NC3=NC=4C=CC=CC4N3C12